FC1=CC=C(C=C1)C(C1=C(N)C(=CC(=C1)C(C1=CC=C(C=C1)F)C1=CC=C(C=C1)F)C(C1=CC=C(C=C1)F)C1=CC=C(C=C1)F)C1=CC=C(C=C1)F 2,4,6-tris(bis(4-fluorophenyl)methyl)aniline